Acetic acid (S)-1-(tert-butylamino-methyl)-2-(4-morpholin-4-yl-[1,2,5]thiadiazol-3-yloxy)-ethyl ester maleate C(\C=C/C(=O)O)(=O)O.C(C)(C)(C)NC[C@@H](COC1=NSN=C1N1CCOCC1)OC(C)=O